N1C(C2(C=3C1=NC=CC3)CCNCCC2)=O spiro[azepane-4,3'-pyrrolo[2,3-b]pyridine]-2'(1'H)-one